C1CCC2=CC(=CC=C12)NC(\C=C\C1=CC(=C(C=C1)OC)O)=O (E)-N-(2,3-dihydro-1H-inden-5-yl)-3-(3-hydroxy-4-methoxyphenyl)acrylamide